N-(2-((5-chloro-2-((2-methoxy-4-(4-(4-(methyl-d3)piperazin-1-yl)piperidin-1-yl)phenyl)amino)pyrimidin-4-yl)amino)phenyl)-N-methylmethanesulfonamide ClC=1C(=NC(=NC1)NC1=C(C=C(C=C1)N1CCC(CC1)N1CCN(CC1)C([2H])([2H])[2H])OC)NC1=C(C=CC=C1)N(S(=O)(=O)C)C